N-(3-(aminomethyl)bicyclo[1.1.1]pentan-1-yl)-1-(4-(trifluoromethyl)benzyl)-1H-indole-7-carboxamide NCC12CC(C1)(C2)NC(=O)C=2C=CC=C1C=CN(C21)CC2=CC=C(C=C2)C(F)(F)F